C(C)O/C=C/C1=CC=C(C=2C(NCC12)=O)C#N 7-[(E)-2-ethoxyvinyl]-3-oxo-isoindoline-4-carbonitrile